CC(CO)(C(=O)[O-])O The molecule is a hydroxy monocarboxylic acid anion. It derives from a propionate. It is a conjugate base of a 2,3-dihydroxy-2-methylpropanoic acid.